N[C@H]1C2N(CC1CC2)C(=O)C2=CC1=C(N(C(=N1)C1=CC=3C(=NC(=CC3)C3=CC(=C(C=C3)CO)F)N1CC1CC1)C)C(=C2)OC [4-(2-{5-[(7R)-7-amino-2-azabicyclo[2.2.1]heptane-2-carbonyl]-7-methoxy-1-methyl-1H-1,3-benzodiazol-2-yl}-1-(cyclopropylmethyl)-1H-pyrrolo[2,3-b]pyridin-6-yl)-2-fluorophenyl]methanol